FC1=NNC=C1C=1C=CC(=C(C1)O)C1=CC2=C(N=N1)N=C(S2)N(C2CCNCC2)C 5-(3-fluoro-1H-pyrazol-4-yl)-2-{6-[methyl-(piperidin-4-yl)amino][1,3]thiazolo[4,5-c]pyridazin-3-yl}phenol